(3-cyano-4-sec-butoxy-phenyl)-imidazole-4-carboxylic acid ethyl ester C(C)OC(=O)C=1N=C(NC1)C1=CC(=C(C=C1)OC(C)CC)C#N